5-cyclopropyl-4-(cyclopropylmethoxy)-2-fluoro-N-((4-((1-methylazetidin-3-yl)oxy)piperidin-1-yl)sulfonyl)benzamide C1(CC1)C=1C(=CC(=C(C(=O)NS(=O)(=O)N2CCC(CC2)OC2CN(C2)C)C1)F)OCC1CC1